2-(piperazin-1-yl)benzo[d]-oxazole N1(CCNCC1)C=1OC2=C(N1)C=CC=C2